C[C@@H]1N(C[C@H](N(C1)SC1=CC=CC=C1)C)SC1=CC=CC=C1 trans-2,5-dimethyl-1,4-bis(phenylthio)piperazine